ClC1=CC(=NC=C1I)NC(OC)=O methyl N-(4-chloro-5-iodo-2-pyridyl)carbamate